N-(4-(4-amino-2,7-dimethyl-7H-pyrrolo[2,3-d]pyrimidin-5-yl)-3-fluorophenyl)-2-(3-fluorophenyl)-2-hydroxyacetamide NC=1C2=C(N=C(N1)C)N(C=C2C2=C(C=C(C=C2)NC(C(O)C2=CC(=CC=C2)F)=O)F)C